piperidin-1-yl(7-(quinolin-3-yl)pyrazolo[1,5-a]pyridin-3-yl)methanone N1(CCCCC1)C(=O)C=1C=NN2C1C=CC=C2C=2C=NC1=CC=CC=C1C2